NC1=NC=NN2C1=CC=C2[C@@]2([C@@H]([C@@H]([C@@H](O2)CO[P@](=O)(OC2=CC=CC=C2)N[C@@H](C)C(=O)OCC(CC)CC)O)O)C#N 2-ethylbutyl ((S)-(((2S,3S,4R,5S)-5-(4-aminopyrrolo[2,1-f][1,2,4]triazin-7-yl)-5-cyano-3,4-dihydroxytetrahydrofuran-2-yl)methoxy)(phenoxy)phosphoryl)-L-alaninate